2-amino-4-(trifluoromethyl)pyridine-5-boronic acid pinacol ester NC1=NC=C(C(=C1)C(F)(F)F)B1OC(C)(C)C(C)(C)O1